4-(2-(2-aminopyridin-3-yl)-5-(methylcarbamoyl)-3H-imidazo[4,5-b]pyridin-3-yl)benzyl acetate C(C)(=O)OCC1=CC=C(C=C1)N1C(=NC=2C1=NC(=CC2)C(NC)=O)C=2C(=NC=CC2)N